N-(3-(5-(((2S,4R)-1-acryloyl-4-fluoropyrrolidin-2-yl)methoxy)-6-aminopyrimidin-4-yl)-5-fluoro-2-methylphenyl)-7-fluoro-3,3-dimethyl-2,3-dihydrobenzofuran-6-carboxamide C(C=C)(=O)N1[C@@H](C[C@H](C1)F)COC=1C(=NC=NC1N)C=1C(=C(C=C(C1)F)NC(=O)C1=C(C2=C(C(CO2)(C)C)C=C1)F)C